2-(6-Fluoro-7-methylimidazo[1,2-a]pyridin-8-yl)-5-propylbenzene-1,3-diol FC=1C(=C(C=2N(C1)C=CN2)C2=C(C=C(C=C2O)CCC)O)C